3-(6-tert-Butylsulfonyl-3-pyridinyl)azetidine-1-carboxylic acid tert-butyl ester C(C)(C)(C)OC(=O)N1CC(C1)C=1C=NC(=CC1)S(=O)(=O)C(C)(C)C